3-dibutylaminopropyl-methyl-dimethoxysilane tert-butyl-{[(2R)-4-benzyl-1-methylpiperazin-2-yl]methyl}(methyl)carbamate C(C)(C)(C)OC(N(C)C[C@@H]1N(CCN(C1)CC1=CC=CC=C1)C)=O.C(CCC)N(CCC[Si](OC)(OC)C)CCCC